C1(=CC=C(C=C1)CCO)CCO 2,2'-(1,4-phenylene)bis(ethan-1-ol)